(4-(4-(2,3-dihydro-4H-pyrido[3,2-b][1,4]oxazin-4-yl)phenyl)pyridin-2-yl)methyl-2,3-dihydro-5H-benzo[e][1,4]oxathiepine-8-carboxamide 1,1-dioxide O1C2=C(N(CC1)C1=CC=C(C=C1)C1=CC(=NC=C1)CC1COCC3=C(S1(=O)=O)C=C(C=C3)C(=O)N)N=CC=C2